1,1-dimethyl-1-(4-methylcyclohex-enyl)methanol CC(O)(C1=CCC(CC1)C)C